(3-((tetrahydro-2H-pyran-4-yl)methoxy)pyridin-4-yl)methanol O1CCC(CC1)COC=1C=NC=CC1CO